{1-[6-(3-cyano-2-methoxymethoxy-phenyl)-3-(3,5-difluorophenyl)-quinolin-4-yl]-3-fluoro-piperidin-4-yl}-carbamic acid tert-butyl ester C(C)(C)(C)OC(NC1C(CN(CC1)C1=C(C=NC2=CC=C(C=C12)C1=C(C(=CC=C1)C#N)OCOC)C1=CC(=CC(=C1)F)F)F)=O